Neodymium Dodecyl Sulfate S(=O)(=O)(OCCCCCCCCCCCC)[O-].[Nd+3].C(CCCCCCCCCCC)OS(=O)(=O)[O-].C(CCCCCCCCCCC)OS(=O)(=O)[O-]